(R)-3-(6-(4,4,5,5-tetramethyl-1,3,2-dioxaborolan-2-yl)-2-((S)-3,3,3-trifluoro-2-hydroxy-2-methylpropionyl)-1,2,3,4-tetrahydroisoquinolin-8-yl)morpholine-4-carboxylic acid CC1(OB(OC1(C)C)C=1C=C2CCN(CC2=C(C1)[C@H]1N(CCOC1)C(=O)O)C([C@](C(F)(F)F)(C)O)=O)C